COC=1C=C(C=CC1OC)[C@@]12CCN([C@H]2C=C(CC1)OC(CC(C)C)=O)C [(3aS,7aS)-3a-(3,4-dimethoxyphenyl)-1-methyl-3,4,5,7a-tetrahydro-2H-indol-6-yl]3-methylbutanoate